CN(C/C=C/C(=O)NC=1C(=C2C(=NC=NC2=CC1)NC1=C(C=CC=C1)F)C=1C=C(C=CC1)C)C (E)-4-(dimethylamino)-N-(4-((2-fluorophenyl)amino)-5-(m-tolyl)quinazolin-6-yl)but-2-enamide